N-methyl-3,5-bis(tert-butyldimethylsilyloxy)quinuclidineamide CNC(=O)C1N2CC(C(C1O[Si](C)(C)C(C)(C)C)CC2)O[Si](C)(C)C(C)(C)C